2-methoxyacetohydrazide COCC(=O)NN